C1(CC1)C[C@H]1[C@@H](N[C@H](CCC1)C1=CN=C2C(=N1)N(C(=C2)C(CCCOC)(C)C)C)CO [(2R,3S,7R)-3-(cyclopropylmethyl)-7-[6-(4-methoxy-1,1-dimethyl-butyl)-5-methyl-pyrrolo[2,3-b]pyrazin-3-yl]azepan-2-yl]methanol